[N+](=O)([O-])C1C(N(CCC1)C(=O)OC(C)(C)C)CO[C@@H]1CC[C@@H](CC1)C1=CC=CC=C1 tert-butyl 3-nitro-2-({[(CIS)-4-phenylcyclohexyl]oxy}methyl)piperidine-1-carboxylate